5-bromo-8-methyl-Oxyquinoxaline 6-[6-(2-hexyldecanoyloxy)hexyl-(4-hydroxybutyl)amino]hexyl-2-hexyldecanoate C(CCCCC)C(C(=O)OCCCCCCN(CCCCCCOC(C(CCCCCCCC)CCCCCC)=O)CCCCO)CCCCCCCC.BrC1=C2N=CC=NC2=C(C=C1)OC